COC(C)CC Sec-butyl methyl ether